1-(tert-butyl)-1H-imidazole-4-carboxylic acid hydrochloride Cl.C(C)(C)(C)N1C=NC(=C1)C(=O)O